ClCC[C@@H](O)C=1SC(=CC1)I (R)-3-chloro-1-(5-iodothiophen-2-yl)propan-1-ol